Bis-(4-hydroxyphenyl)diphenylmethan OC1=CC=C(C=C1)C(C1=CC=CC=C1)(C1=CC=CC=C1)C1=CC=C(C=C1)O